C[C@H]1N(C(O[C@H]1C1=CC=CC=C1)=O)C(=O)[C@H]1CC12CCN(CC2)C(=O)[O-] (S)-1-((4R,5S)-4-methyl-2-oxo-5-phenyloxazolidine-3-carbonyl)-6-azaspiro[2.5]octane-6-carboxylate